ClC1=NC=C(C(=C1)N[C@@H]1CC[C@H](CC1)NC(OC(C)(C)C)=O)CNC1=C(C=CC=C1C)F Trans-tert-butyl N-[4-[[2-chloro-5-[(2-fluoro-6-methyl-anilino)methyl]-4-pyridyl]amino] cyclohexyl]carbamate